1-(1,3-dihydroisobenzofuran-5-yl)propan-1-one C1OCC2=CC(=CC=C12)C(CC)=O